3-((3,3-dimethyloxiran-2-yl)methoxy)-2,4,6-trimethylbenzaldehyde oxime CC1(C(O1)COC=1C(=C(C=NO)C(=CC1C)C)C)C